Copper(II) ethyl hexanoate C(CCCCC)(=O)OCC.[Cu+2]